Oxalic acid dihydrate O.O.C(C(=O)O)(=O)O